CC=1C(=C(C(=O)O)C=CC1)C1NCCNC1 methyl(piperazin-2-yl)benzoic acid